4-hydroxybenzoic acid (2-bromobenzylidene) hydrazide BrC1=C(C=NNC(C2=CC=C(C=C2)O)=O)C=CC=C1